4-[(1-oxo-1,2,3,4-tetrahydroisoquinolin-5-yl)amino]-2-{[4-(trifluoromethyl)phenyl]amino}pyrimidine-5-carboxamide O=C1NCCC2=C(C=CC=C12)NC1=NC(=NC=C1C(=O)N)NC1=CC=C(C=C1)C(F)(F)F